C(#N)CC(=O)N1C[C@@H]([C@@H](CC1)C)N(C=1C2=C(N=CN1)N(C=C2)C(=O)NCCCCNC)C 4-(((3R,4R)-1-(2-cyanoacetyl)-4-methylpiperidin-3-yl)(methyl)amino)-N-(4-(methylamino)butyl)-7H-pyrrolo[2,3-d]pyrimidine-7-carboxamide